FC=1C=C(C=CC1F)N1C(N(CCC1C1=NC2=C(N1[C@@H]1CC[C@H](CC1)OC([2H])([2H])[2H])C=CC(=C2)C=2C(=NOC2C)C)C)=O 3-(3,4-difluorophenyl)-4-(5-(3,5-dimethylisoxazol-4-yl)-1-((trans)-4-(methoxy-d3)cyclohexyl)-1H-benzo[d]imidazol-2-yl)-1-methyltetrahydropyrimidin-2(1H)-one